OC=1C=C(C(=O)O)C=C(C1)O 3,5-dihydroxy-benzoic acid